C1=CC=CC=2C3=CC=CC=C3C(C12)COC(=O)N[C@H](C(=O)O)CC1=CC=C(C=C1)C=1C=CC2=C(C=CO2)C1 (S)-2-((((9H-fluoren-9-yl)methoxy)carbonyl)amino)-3-(4-(benzofuran-5-yl)phenyl)propanoic acid